COC(C(CC(C)(C)C)C1=CC=CC=C1)=O 4,4-dimethyl-2-phenylpentanoic acid methyl ester